2-chloro-5-(3-methyl-2,5-dioxoimidazolidin-1-yl)phenol ClC1=C(C=C(C=C1)N1C(N(CC1=O)C)=O)O